2-[(2-aminoethoxy)methyl]-4-(2-chlorophenyl)-3-ethoxycarbonyl-5-methoxyformyl-6-methyl-1,4-dihydropyridine benzenesulfonate C1(=CC=CC=C1)S(=O)(=O)O.NCCOCC=1NC(=C(C(C1C(=O)OCC)C1=C(C=CC=C1)Cl)C(=O)OC)C